2-(3-(6-(2-(dimethylamino)ethoxy)pyridin-3-yl)-6-oxopyridazin-1(6H)-yl)-N-ethylacetamide CN(CCOC1=CC=C(C=N1)C1=NN(C(C=C1)=O)CC(=O)NCC)C